C1(CCCCC1)[C@@H](C(=O)NC1=NC=C(C=C1)C=1C(=NOC1C)C)NC(=O)C1=CC=NN1C (S)-N-(1-Cyclohexyl-2-((5-(3,5-dimethylisoxazol-4-yl)Pyridin-2-yl)amino)-2-oxoethyl)-1-methyl-1H-pyrazole-5-carboxamide